OC1=CC=C(C=2C(C3=C(C=CC(=C3C(C12)=O)NCCNCCO)NCCNCCO)=O)O 1,4-dihydroxyl-5,8-bis[[2-[(2-hydroxyethyl)amino]ethyl]amino]-9,10-anthraquinone